(1R,3S)-3-(5-((5-cyanopyrazin-2-yl)amino)-1H-pyrazol-3-yl)cyclopentyl(3-methyltetrahydrofuran-3-yl)carbamate C(#N)C=1N=CC(=NC1)NC1=CC(=NN1)[C@@H]1C[C@@H](CC1)N(C([O-])=O)C1(COCC1)C